Ethyl (Z)-3-((3-butyl-7-(dimethylamino)-3-ethyl-1,1-dioxido-5-phenyl-2,3,4,5-tetrahydro-1,5-benzothiazepin-8-yl)oxy)-2-fluoroacrylate C(CCC)C1(CS(C2=C(N(C1)C1=CC=CC=C1)C=C(C(=C2)O\C=C(\C(=O)OCC)/F)N(C)C)(=O)=O)CC